4-(6-((1-(4-(Difluoromethyl)phenyl)-4-methyl-1H-1,2,3-triazol-5-yl)methoxy)pyridazine-3-yl)-1-(oxetane-3-ylmethyl)piperazin-2-one FC(C1=CC=C(C=C1)N1N=NC(=C1COC1=CC=C(N=N1)N1CC(N(CC1)CC1COC1)=O)C)F